[1,2,4]Triazolo[1,5-C]quinazolin-5-amine N=1C=NN2C(=NC=3C=CC=CC3C21)N